DiethylGlycine C(C)N(CC(=O)O)CC